C(\C=C\C(=O)O)(=O)O.C(\C=C\C(=O)O)(=O)O.ClC=1C=CC(=C(CN2C[C@@H](CC2)CN)C1)OCC1CC1 (S)-(1-(5-chloro-2-(cyclopropylmethoxy)benzyl)pyrrolidin-3-yl)methanamine difumarate